di(4-cyclohexylphenyl) carbonate C(OC1=CC=C(C=C1)C1CCCCC1)(OC1=CC=C(C=C1)C1CCCCC1)=O